(2R)-1-[5-[2-amino-4-[ethoxy(propyl)carbamoyl]-3H-1-benzazepin-8-yl]pyridine-2-carbonyl]pyrrolidine-2-carboxylic acid NC1=NC2=C(C=C(C1)C(N(CCC)OCC)=O)C=CC(=C2)C=2C=CC(=NC2)C(=O)N2[C@H](CCC2)C(=O)O